2-[(5S)-3-bromo-4,5-dihydroisoxazol-5-yl]-N-[3-(trifluoromethyl)phenyl]aniline BrC1=NO[C@@H](C1)C1=C(NC2=CC(=CC=C2)C(F)(F)F)C=CC=C1